3,4,5-trifluoro-L-phenylalanine FC=1C=C(C[C@H](N)C(=O)O)C=C(C1F)F